(1-(Cyclopropylmethyl)-7-(6-ethyl-2-methylpyridin-3-yl)-2-(1,2,5,6-tetrahydropyridin-3-yl)-1H-indol-5-yl)(1-ethylpyrrolo[3,4-c]pyrazol-5(1H,4H,6H)-yl)methanone C1(CC1)CN1C(=CC2=CC(=CC(=C12)C=1C(=NC(=CC1)CC)C)C(=O)N1CC=2N(N=CC2C1)CC)C=1CNCCC1